tert-butyl N-{1-[7-({8-methoxy-2-methylimidazo[1,2-a]pyrazin-6-yl}carbamoyl)-2-methylindazol-4-yl]pyrrolidin-3-yl}-N-methylcarbamate COC=1C=2N(C=C(N1)NC(=O)C1=CC=C(C3=CN(N=C13)C)N1CC(CC1)N(C(OC(C)(C)C)=O)C)C=C(N2)C